BrC=1C=CC(=C(C1)C1=NC2=C(N1C(F)F)C=CC=C2)Cl 2-(5-bromo-2-chlorophenyl)-1-(difluoromethyl)-1H-benzo[d]Imidazole